C(C1=CC=C(C(=O)[O-])C=C1)(=O)[O-].[Na+].[Na+] disodium terephthalic acid salt